2-(cyclohex-1-en-1-yl)-acetic acid methyl ester COC(CC1=CCCCC1)=O